chloro-bis(3,5-dimethylphenyl)phosphine ClP(C1=CC(=CC(=C1)C)C)C1=CC(=CC(=C1)C)C